C(#N)C=1C=CC=C2NC[C@@H](NC12)[C@@H](C1=CC=CC=C1)NC[C@H](C)C1=CC(=CS1)CC(=O)O |o1:21| 2-(5-((S or R)-1-(((R)-((R)-8-cyano-1,2,3,4-tetrahydroquinoxalin-2-yl)(phenyl)methyl)amino)propan-2-yl)thiophen-3-yl)acetic acid